(2-ethoxy-2-oxoethyl)zinc C(C)OC(C[Zn])=O